C(=O)(OCC1C2=CC=CC=C2C2=CC=CC=C12)N[C@@H](CC(C)C)C(=O)O Fmocleucine